COC1(CCNCC1)C=1C=NC(=NC1)N1[C@@H](C2=C(NC=3N=NC(=CC32)C3=C(C=CC=C3)O)CC1)C (R)-2-(6-(5-(4-methoxypiperidin-4-yl)pyrimidin-2-yl)-5-methyl-6,7,8,9-tetrahydro-5H-pyrido[3',4':4,5]pyrrolo[2,3-c]pyridazin-3-yl)phenol